2-{[3-oxo-8-(pyrimidin-2-yl)-1H,2H,3H-benzo[e]isoindol-2-yl]methyl}prop-2-enamide O=C1N(CC=2C3=C(C=CC12)C=CC(=C3)C3=NC=CC=N3)CC(C(=O)N)=C